(Z)-2-fluorobut-2-enoic acid F\C(\C(=O)O)=C/C